ClC1=C(C=C(C=C1)C1=C(N=C(O1)C1=CC(=CC=C1)C)N1C(N=C(C(=C1)F)NC)=O)F 1-(5-(4-chloro-3-fluorophenyl)-2-(3-methylphenyl)-1,3-oxazol-4-yl)-5-fluoro-4-(methylamino)-1,2-dihydropyrimidin-2-one